N1=NN=NN=C(C=C1)CC(C(=O)O)O.C(C(O)C)(=O)O.OC1=CC=2C3(C)C(C)C(CC2C=C1)N(CC=C(C)C)CC3 pentazocine lactate (pentazocinelactate)